tert-Butyl N-[(1R)-1-[(6-chloro-3-pyridyl)carbamoyl]-3,3-dimethyl-butyl]carbamate ClC1=CC=C(C=N1)NC(=O)[C@@H](CC(C)(C)C)NC(OC(C)(C)C)=O